N(C1=CC=CC=C1)C1=C(C(NC2=CC=C(C=C12)NCCCCCCCCCCNC(COC1=C2CN(C(C2=CC(=C1)OS(=O)(=O)F)=O)C1C(NC(CC1)=O)=O)=O)=O)C(NC)=O 4-anilino-6-[10-[[2-[2-(2,6-dioxo-3-piperidyl)-6-fluorosulfonyloxy-1-oxo-isoindolin-4-yl]oxyacetyl]amino]decylamino]-3-(methylcarbamoyl)quinolone